C1=CC=CC=2C3=CC=CC=C3C(C12)COC(=O)N[C@@H](CCC(=O)[O-])C(=O)[O-] (((9H-fluoren-9-yl) methoxy) carbonyl)-L-glutamate